CC1=C(C=2C(=NC=CC2)N1)C(=O)O 2-methyl-1H-pyrrolo[2,3-b]pyridine-3-carboxylic acid